(1r,3r)-3-(cyanoamino)-N-(5-cyclohexyl-1-methyl-1H-pyrazol-3-yl)cyclobutane-1-carboxamide C(#N)NC1CC(C1)C(=O)NC1=NN(C(=C1)C1CCCCC1)C